N-[1-(4-bromophenyl)-5-cyclopropyl-3-methyl-pyrazol-4-yl]-4-(trifluoromethoxy)benzamide BrC1=CC=C(C=C1)N1N=C(C(=C1C1CC1)NC(C1=CC=C(C=C1)OC(F)(F)F)=O)C